((1s,3s)-3-Hydroxy-3-methylcyclobutyl)(7-(imidazo[1,2-a]pyridin-5-yl)-2-azaspiro[3.5]nonan-2-yl)methanone OC1(CC(C1)C(=O)N1CC2(C1)CCC(CC2)C2=CC=CC=1N2C=CN1)C